C(CC)S(=O)(=O)OC(C)=O acetic propanesulfonic anhydride